FC(C(=O)O)(F)F.N[C@@H]1CN(CC1)C(=O)C=1C(=CC(=NC1C)C#N)C1=C2C(=NC=C1)C=C(S2)CN2C(C1C(C1C2=O)(C)C)=O 5-((S)-3-aminopyrrolidine-1-carbonyl)-4-(2-((6,6-dimethyl-2,4-dioxo-3-azabicyclo[3.1.0]hexan-3-yl)methyl)thieno[3,2-b]pyridin-7-yl)-6-methylpicolinonitrile 2,2,2-trifluoroacetate